3-Isopropyl-2-(2-methylpyridin-4-yl)-5-((1R,2R)-2-(pyrrolidin-1-ylmethyl)cyclopropyl)-1H-indol C(C)(C)C1=C(NC2=CC=C(C=C12)[C@H]1[C@@H](C1)CN1CCCC1)C1=CC(=NC=C1)C